2-methylbenzyl-zinc(II) bromide [Br-].CC1=C(C[Zn+])C=CC=C1